FC(C1=NC(=NC(=C1)C(F)(F)F)NS(=O)(=O)C1=CC=C(C=C1)[N+](=O)[O-])(F)F N-(4,6-bis(trifluoromethyl)pyrimidin-2-yl)-4-nitrobenzenesulfonamide